FC=1C=CC(=NC1O[C@@H](C)C1=CC2=C(OC(O2)(F)F)C=C1F)N1N=C(C=2CCC[C@@H](C12)OC1CC(C1)C(=O)O)C(F)(F)F 3-[[(7S)-1-[5-fluoro-6-[(1S)-1-(2,2,6-trifluoro-1,3-benzodioxol-5-yl)ethoxy]-2-pyridyl]-3-(trifluoromethyl)-4,5,6,7-tetrahydroindazol-7-yl]oxy]cyclobutanecarboxylic acid